C(C1=CC=CC=C1)C1=C(C(NC2=CC=C(C=C12)Cl)=O)C(\C=C\C1=CC(=C(C=C1)OC)F)=O 4-benzyl-6-chloro-3-[(E)-3-(3-fluoro-4-methoxy-phenyl)prop-2-enoyl]-1H-quinolin-2-one